2-chloro-4-((4-phenoxyphenyl)amino)pyrimidin-5-ol ClC1=NC=C(C(=N1)NC1=CC=C(C=C1)OC1=CC=CC=C1)O